methoxy-N-[[4-(trifluoromethyl)phenyl]methyl]benzamide COC1=C(C(=O)NCC2=CC=C(C=C2)C(F)(F)F)C=CC=C1